(E)-2-benzylidene-1-(furan-2-yl)-4-phenylbut-3-yn-1-one C(/C1=CC=CC=C1)=C(\C(=O)C=1OC=CC1)/C#CC1=CC=CC=C1